NC1CCC(CC1)NC1=NC2=CC(=C(C=C2C=N1)C=1C=CC(=NC1OC)NS(=O)(=O)C1=C(C=CC=C1)Cl)CC N-(5-(2-(((1r,4r)-4-aminocyclohexyl)amino)-7-ethylquinazolin-6-yl)-6-methoxypyridin-2-yl)-2-chlorobenzenesulfonamide